ClC=1N=C(C2=C(N1)N(C=C2)COCC[Si](C)(C)C)C=O C2-chloro-7-((2-(trimethylsilyl)ethoxy)methyl)-7H-pyrrolo[2,3-d]pyrimidine-4-carbaldehyde